C1=CC=CC=2C3=CC=CC=C3C(C12)COC(=O)N([C@H](C(=O)O)CCC=C)C (S)-2-((((9H-fluoren-9-yl)methoxy)carbonyl)(methyl)amino)hexa-5-enoic acid